COC(=O)C1=NC(=NC(=C1)C1=CC=CC=C1)C1=CC=CC=C1 2,6-diphenylpyrimidine-4-carboxylic acid methyl ester